ClC1=NN(C=C1C=1C=C2C(=NC1)NC=C2C2=CC(=CC=C2)C(F)F)C2CCN(CC2)C 5-(3-chloro-1-(1-methylpiperidin-4-yl)-1H-pyrazol-4-yl)-3-(3-(difluoromethyl)phenyl)-1H-pyrrolo[2,3-b]pyridine